(2R,5S)-2-(1-Hydroxy-1-methylethyl)-5-methyltetrahydrofuran OC(C)(C)[C@@H]1O[C@H](CC1)C